Cl.Cl.NC(CC(=O)NCCN(C)C)(C)C 3-amino-N-(2-dimethylaminoethyl)-3-methyl-butyramide dihydrochloride